FC(C1=CC2=C(N=C(N=C2)NC2CCN(CC2)S(=O)(=O)C)N(C1=O)[C@H]1C[C@@H](CC1)O)F |o1:24,26| (-)-6-(difluoromethyl)-8-[(1R*,3R*)-3-hydroxycyclopentyl]-2-{[1-(methylsulfonyl)-piperidin-4-yl]amino}pyrido[2,3-d]pyrimidin-7(8H)-one